P(=O)(OCCCC(CC=C)(CC=C)CC=C)([O-])[O-] triallylbutyl phosphate